methyl 3-((((2R,3S)-3-(3,3-difluorobutyl)-5-(4,4-difluorocyclohexyl)-2-fluoro-1,1-dioxido-7-(trifluoromethyl)-2,3,4,5-tetrahydrobenzo[b][1,4]thiazepin-8-yl)oxy)methyl)picolinate FC(CC[C@H]1CN(C2=C(S([C@H]1F)(=O)=O)C=C(C(=C2)C(F)(F)F)OCC=2C(=NC=CC2)C(=O)OC)C2CCC(CC2)(F)F)(C)F